S1C(=NC2=C1C=CC=C2)C2=CC=C(C=C2)C2(NC1=CC=CC=C1C(=N2)NC2=NNC(=C2)C2CC2)N 2-(4-(benzo[d]thiazol-2-yl)phenyl)-N4-(5-cyclopropyl-1H-pyrazol-3-yl)quinazoline-2,4-diamine